P(O)([O-])[O-] Hydrogenphosphite